1-(3-(5-chloro-4-(3,5-dimethylisoxazol-4-yl)-6-((tetrahydro-2H-pyran-4-yl)methylamino)pyrimidin-2-yl)phenoxy)-3-(methylamino)propan-2-ol ClC=1C(=NC(=NC1NCC1CCOCC1)C=1C=C(OCC(CNC)O)C=CC1)C=1C(=NOC1C)C